NC=1C=C(C=C(C1)C(F)(F)F)[C@@H](C)NC1=NC(=NC2=CC3=C(C=C12)OCCC3)C 4-(((R)-1-(3-amino-5-(trifluoromethyl)phenyl)ethyl)amino)-2-methyl-8,9-dihydro-7H-pyrano[2,3-g]quinazolin